tributyl-methyl-ammonium fluoride [F-].C(CCC)[N+](C)(CCCC)CCCC